FC1=C2C(NC(=NC2=CC(=C1)OCC1CCNCC1)CSC1=CNOC=C1)=O 5-fluoro-2-[(oxazin-4-ylsulfanyl)methyl]-7-(piperidin-4-ylmethoxy)-3H-quinazolin-4-one